OCC(CC1=CC=C(C=C1)[N+](=O)[O-])NC(OC(C)(C)C)=O tert-Butyl [2-Hydroxy-1-(4-nitrobenzyl)ethyl]carbamate